1-((2-(((1R,5S,6r)-3-oxabicyclo[3.1.0]hexan-6-yl)amino)pyridin-4-yl)methyl)-3-(1'-(cyclopropanecarbonyl)spiro[cyclopropane-1,3'-indolin]-6'-yl)-5,5-dimethylimidazolidine-2,4-dione [C@H]12COC[C@@H]2C1NC1=NC=CC(=C1)CN1C(N(C(C1(C)C)=O)C1=CC=C2C3(CN(C2=C1)C(=O)C1CC1)CC3)=O